BrC1=NC(=CC=C1)C=1C=NN(C1)[C@H](CC)C1=CC=C(C=C1)F |r| racemic-2-bromo-6-(1-(1-(4-fluorophenyl)propyl)-1H-pyrazol-4-yl)pyridine